chloro(ethyl)(methyl)(vinyl)silane Cl[Si](C=C)(C)CC